Methyl 2-([5-(1-ethyl-1H-indazol-6-yl)-1-([pyridin-2-yl]methyl)-1H-pyrazol-3-yl]methoxy)-2-methylpropanoate C(C)N1N=CC2=CC=C(C=C12)C1=CC(=NN1CC1=NC=CC=C1)COC(C(=O)OC)(C)C